2-oxo-2-(4-(trifluoromethyl)-1-((2-(trimethylsilyl)ethoxy)methyl)-1H-pyrrol-3-yl)ethyl (3S,8aR)-7-(6-amino-3-chloro-2-fluorophenyl)-5-oxo-1,2,3,5,8,8a-hexahydroindolizine-3-carboxylate NC1=CC=C(C(=C1C1=CC(N2[C@@H](CC[C@@H]2C1)C(=O)OCC(C1=CN(C=C1C(F)(F)F)COCC[Si](C)(C)C)=O)=O)F)Cl